OCCCNC(O[C@@H]1CC[C@H](CC1)C(N(C[C@@H]1CC[C@H](CC1)C1=NC(=C(C=C1)OC)C)C1=CC(=CC=C1)C=1N=C(OC1)C(C)C)=O)=O trans-4-((3-(2-Isopropyloxazol-4-yl)phenyl)((trans-4-(5-methoxy-6-methylpyridin-2-yl)cyclohexyl)methyl) carbamoyl)cyclohexyl (3-hydroxypropyl)carbamate